ClC1=C(C=CC=C1)C=1C(=CC=CC1)C1=CC=CC=C1 2''-chloro-[1,1':2',1''-terphenyl]